N[C@H]1[C@@H]2N(C[C@H]1CC2)C(=O)C2=CC1=C(N(C(=N1)C1=CC=3C=4N1C(CN(C4C=CC3)C)C(C)C)C)C(=C2)F ((1R,4R,7R)-7-amino-2-azabicyclo[2.2.1]hept-2-yl)(7-fluoro-2-(3-isopropyl-1-methyl-2,3-dihydro-1H-pyrrolo[1,2,3-de]quinoxalin-5-yl)-1-methyl-1H-benzo[d]imidazol-5-yl)methanone